NC12CC(C1)(C2)CS(=O)(=O)N(C)C 1-(3-aminobicyclo[1.1.1]pentan-1-yl)-N,N-dimethylmethanesulfonamide